C(C1=CC=CC=C1)C1(CCN(CC1)C1=CC=C(C=N1)C=1C=2N(C=C(N1)C=1C=NN(C1)C)N=CC2C#N)O 4-(6-(4-benzyl-4-hydroxypiperidin-1-yl)pyridin-3-yl)-6-(1-methyl-1H-pyrazol-4-yl)pyrazolo[1,5-a]pyrazine-3-carbonitrile